C(CC(C)C)N1C(C=2C(C1=O)=CC=CC2)=O N-isopentyl-phthalimide